(2S,4R)-4-hydroxy-1-(2-(3-methylisoxazol-5-yl)acetyl)-N-((5-phenyl-1,2,4-oxadiazol-3-yl)methyl)pyrrolidine-2-carboxamide O[C@@H]1C[C@H](N(C1)C(CC1=CC(=NO1)C)=O)C(=O)NCC1=NOC(=N1)C1=CC=CC=C1